tert-butyl (1S,4R,15aR)-10,12-difluoro-8-(methylsulfonyl)-2,3,4,5,13,14,15,15a-octahydro-1H-1,4-epiminoazepino[1',2':1,8]azocino[2,3,4-de]quinazoline-16-carboxylate FC1=CC(=C2CCC[C@@H]3C=4C(=NCN5C4CC[C@@H]3N5C(=O)OC(C)(C)C)N2C(=C1)S(=O)(=O)C)F